benzyl (2-(6-(((1R,5S,6s)-3-azabicyclo[3.1.0]hexan-6-yl)oxy)-4-(4-fluorophenyl)pyridin-2-yl)propan-2-yl)carbamate [C@@H]12CNC[C@H]2C1OC1=CC(=CC(=N1)C(C)(C)NC(OCC1=CC=CC=C1)=O)C1=CC=C(C=C1)F